CN(CCN1C(C2(C=3C1=NC(=CC3)NC3=C1C(NCC1=C(C=C3)C3=CN=C1N3C=CC(=C1)F)=O)CCOCC2)=O)C 1'-(2-(dimethylamino)ethyl)-6'-((7-(7-fluoroimidazo[1,2-a]pyridin-3-yl)-3-oxoisoindolin-4-yl)amino)-2,3,5,6-tetrahydrospiro[pyran-4,3'-pyrrolo[2,3-b]pyridin]-2'(1'H)-one